C(C1=CC=CC=C1)OC1=CC(=C(C=C1OC)C1=CC(=CC=2N(C(N(C21)C)=O)CC(=O)NC2=CC=C(C=C2)F)C(F)(F)F)F 2-(4-(4-(benzyloxy)-2-fluoro-5-methoxyphenyl)-3-methyl-2-oxo-6-(trifluoromethyl)-2,3-dihydro-1H-benzo[d]imidazol-1-yl)-N-(4-fluorophenyl)acetamide